ClC1=C(C(=O)N2C[C@H]3CO[C@](CN3CC2)(O)C=2C(NC(=CC2)C(F)(F)F)=O)C=CC=C1C=1C(=NNC1)F 3-[(3R,9aS)-8-[2-Chloro-3-(3-fluoro-1H-pyrazol-4-yl)benzoyl]-3-hydroxy-1,4,6,7,9,9a-hexahydropyrazino[2,1-c][1,4]oxazin-3-yl]-6-(trifluoromethyl)-1H-pyridin-2-on